C(=O)(OC(C)(C)C)N1CCC2(CC1)OC1=C(C2)C=C(C(=C1)C(=O)O)C(=O)O 1'-(Boc)-3H-spiro[benzofuran-2,4'-piperidine]-5,6-dicarboxylic acid